3-(5-(4-(pyridin-2-ylcarbamoyl)phenyl)-2,3-dihydroquinazolin-8-yl)piperidine-1-carboxylic acid tert-butyl ester C(C)(C)(C)OC(=O)N1CC(CCC1)C1=CC=C(C2=CNCN=C12)C1=CC=C(C=C1)C(NC1=NC=CC=C1)=O